2-chloro-3-ethyl-phenylpiperazine ClC1=C(C=CC=C1CC)N1CCNCC1